CN1N=CC(=C1)C=1C=CC(=NC1)NC([C@H](C1=CC=CC=C1)NCC(C)C=1C=NC(=CC1)C)=O (S)-N-(5-(1-methyl-1H-pyrazol-4-yl)pyridin-2-yl)-2-((2-(6-methylpyridin-3-yl)propyl)amino)-2-phenylacetamide